(S)-(+)-5,5'-bis[bis(3,5-di-tert-butyl-4-methoxyphenyl)phosphino]-4,4'-bi-1,3-benzodioxole C(C)(C)(C)C=1C=C(C=C(C1OC)C(C)(C)C)P(C1=C(C2=C(OCO2)C=C1)C1=C(C=CC=2OCOC21)P(C2=CC(=C(C(=C2)C(C)(C)C)OC)C(C)(C)C)C2=CC(=C(C(=C2)C(C)(C)C)OC)C(C)(C)C)C2=CC(=C(C(=C2)C(C)(C)C)OC)C(C)(C)C